Cl.Cl.C(CCCCCCCCCCCCC)(=O)OC[C@H](COP(=O)(O)OCC(COC(CCCCN)=O)OC(CCCCN)=O)OC(CCCCCCCCCCCCC)=O (2R)-3-(((2,3-bis((5-aminopentanoyl)oxy)propoxy)(hydroxy)phosphoryl)oxy)propane-1,2-diyl ditetradecanoate dihydrochloride